tert-butyl 4-((S)-4-((benzyloxy) carbonyl)-3-(cyanomethyl) piperazin-1-yl)-2-(((S)-1-methylpyrrolidin-2-yl) methoxy)-5,7-dihydro-6H-pyrrolo[3,4-d]pyrimidine-6-carboxylate C(C1=CC=CC=C1)OC(=O)N1[C@H](CN(CC1)C=1C2=C(N=C(N1)OC[C@H]1N(CCC1)C)CN(C2)C(=O)OC(C)(C)C)CC#N